2-HYDROXY-4,6-DIMETHYL-BENZALDEHYDE OC1=C(C=O)C(=CC(=C1)C)C